5-methyl-1,3,4-thiadiazol-2-thiol CC1=NN=C(S1)S